CS(=O)O.C1(=CC=CC=C1)NC1=CC=CC=C1 diphenylamine methanesulfinate salt